C(C)(C)(C)OC(=O)N1[C@@H](C[C@H](C1)NC(=O)C=1OC(=CN1)C1=CC(=CC=C1)C#N)CN1N=CN=C1 (2s,4r)-2-((1H-1,2,4-triazol-1-yl)methyl)-4-(5-(3-cyanophenyl)oxazol-2-carboxamido)pyrrolidine-1-carboxylic acid tert-butyl ester